N-(3-aminophenyl)sulfonamide Methyl-4-amino-2,6-dichloro-5-fluoronicotinate COC(C1=C(N=C(C(=C1N)F)Cl)Cl)=O.NC=1C=C(C=CC1)NS(=O)=O